N-(4-benzyloxyphenyl)-N,1,2-trimethyl-pyrrole-3-carboxamide C(C1=CC=CC=C1)OC1=CC=C(C=C1)N(C(=O)C1=C(N(C=C1)C)C)C